FC1=CC=C(C=C1)[S@](=NC(C1=CC=CC=C1)=O)C1=C(C(=CC=C1)C)C1=C(C=CC=C1C)I N-((S)-(4-fluorophenyl)((R)-2'-iodo-6,6'-dimethyl-[1,1'-biphenyl]-2-yl)-λ4-sulfaneylidene)benzamide